(3S)-1-[2-(1-tert-butyl-1H-pyrazol-4-yl)-1,3-thiazole-4-carbonyl]-3-methylpiperazine C(C)(C)(C)N1N=CC(=C1)C=1SC=C(N1)C(=O)N1C[C@@H](NCC1)C